1-(1-ethylazetidin-3-yl)-4-(4,4,5,5-tetramethyl-1,3,2-dioxaborolan-2-yl)-1H-pyrazole C(C)N1CC(C1)N1N=CC(=C1)B1OC(C(O1)(C)C)(C)C